phorone Di-isocyanate [N-]=C=O.[N-]=C=O.CC(C)=CC(C=C(C)C)=O